6-(benzhydrylideneamino)-5-benzyloxy-1-(4-fluoro-3-methyl-phenyl)-2-methyl-indole-3-carbonitrile C(C1=CC=CC=C1)(C1=CC=CC=C1)=NC1=C(C=C2C(=C(N(C2=C1)C1=CC(=C(C=C1)F)C)C)C#N)OCC1=CC=CC=C1